NC(C(=O)O)CCC1=CC=C(C=C1)Br amino-4-(4-bromophenyl)-butyric acid